FC1CC(C1)(C1=NN=CN1C)C=1C=C(C=CC1)N1C(C2=C(C(=C1)C(F)(F)F)C=C(N2)CN2C[C@H](CCC2)C)=O 6-[3-[3-fluoro-1-(4-methyl-1,2,4-triazol-3-yl)cyclobutyl]phenyl]-2-[[(3S)-3-methyl-1-piperidinyl]methyl]-4-(trifluoromethyl)-1H-pyrrolo[2,3-c]pyridin-7-one